C(=O)(O)C1=CC=C(C=C1)C1=C(C(=C(C(=C1C)C1=CC=C(C=C1)C(=O)O)C1=CC=C(C=C1)C(=O)O)C)C1=CC=C(C=C1)C(=O)O 1,2,4,5-tetra(4-carboxyphenyl)-3,6-dimethylbenzene